4-fluoro-N-(3-(5-(trifluoromethyl)-1,2,4-oxadiazol-3-yl)benzyl)benzenesulfonamide FC1=CC=C(C=C1)S(=O)(=O)NCC1=CC(=CC=C1)C1=NOC(=N1)C(F)(F)F